2,6-bis(benzyloxy)-3-(4-(3-(benzyloxy)azetidin-1-yl)-2-chloro-5-methoxyphenyl)pyridine C(C1=CC=CC=C1)OC1=NC(=CC=C1C1=C(C=C(C(=C1)OC)N1CC(C1)OCC1=CC=CC=C1)Cl)OCC1=CC=CC=C1